2-[[(5-chloro-3-pyridyl)-methyl-amino]methyl]-N-[(1S)-1-(cyclohexylmethyl)-2-oxo-2-(4-pyridylamino)ethyl]thiazole-5-carboxamide ClC=1C=C(C=NC1)N(C)CC=1SC(=CN1)C(=O)N[C@H](C(NC1=CC=NC=C1)=O)CC1CCCCC1